(R)-α-methyl-2-pyridinemethanol C[C@@H](O)C1=NC=CC=C1